N'-(5-bromo-6-indan-2-yloxy-2-methyl-3-pyridinyl)-N-ethyl-N-methyl-formamidine BrC=1C=C(C(=NC1OC1CC2=CC=CC=C2C1)C)N=CN(C)CC